1-(1-methylcyclobutyl)methylamine CC1(CCC1)CN